6-bromo-5-fluoro-3-(trifluoromethyl)-1H-quinoxalin-2-one BrC=1C(=C2N=C(C(NC2=CC1)=O)C(F)(F)F)F